[Si](C)(C)(C(C)(C)C)OCCN1N=CC(=C1)C(=O)O 1-(2-{[tert-butyl(dimethyl)silyl]oxy}ethyl)-1H-pyrazole-4-carboxylic acid